O1C(C=C2C1OCC1(C2)CCCC1)=O 4'H,6'H-spiro[cyclopentane-1,5'-furo[2,3-b]pyran]-2'(7a'H)-one